isothiazole S1N=CC=C1